tert-butyl 5-methylindazole-1-carboxylate CC=1C=C2C=NN(C2=CC1)C(=O)OC(C)(C)C